(S)-1-(4-((1-(5-(3,5-difluorophenyl)-4,5-dihydro-1H-pyrazole-1-carbonyl)azetidin-3-yl)oxy)-5-fluoropyridin-2-yl)-3,5-dimethyl-N-(oxetan-3-yl)-1H-pyrazole-4-carboxamide FC=1C=C(C=C(C1)F)[C@@H]1CC=NN1C(=O)N1CC(C1)OC1=CC(=NC=C1F)N1N=C(C(=C1C)C(=O)NC1COC1)C